3-ethyl-2,4-dioxo-1,2,3,4-tetrahydropyrido[3,2-d]pyrimidine-7-carbaldehyde C(C)N1C(NC2=C(C1=O)N=CC(=C2)C=O)=O